2-(Acetyloxy)benzoyl chloride C(C)(=O)OC1=C(C(=O)Cl)C=CC=C1